4-((4-amino-2-(isothiazol-5-yl)-1H-imidazo[4,5-c]Quinolin-1-yl)methyl)benzylcarbamic acid 2-methacrylamidoethyl ester C(C(=C)C)(=O)NCCOC(NCC1=CC=C(C=C1)CN1C(=NC=2C(=NC=3C=CC=CC3C21)N)C2=CC=NS2)=O